7-(6-cyclopropylimidazo[1,2-a]pyridin-2-yl)-N-(2-fluoro-3-methoxy-6-(1H-tetrazol-1-yl)benzyl)-6,7-dihydro-5H-pyrrolo[1,2-b][1,2,4]triazole-2-carboxamide C1(CC1)C=1C=CC=2N(C1)C=C(N2)C2CCN1N=C(N=C12)C(=O)NCC1=C(C(=CC=C1N1N=NN=C1)OC)F